5-AMINO-4-CHLORO-PYRIDINE-2-CARBALDEHYDE NC=1C(=CC(=NC1)C=O)Cl